3-chloro-4-iodobenzoyl chloride ClC=1C=C(C(=O)Cl)C=CC1I